C1(CC1)CNC(C1=CN=C(C=C1)CC=1C(C2=CC=CC=C2C(C1C)=O)=O)=O N-(cyclopropylmethyl)-6-((3-methyl-1,4-dioxo-1,4-dihydronaphthalen-2-yl)methyl)nicotinamide